3-hydroxy-6,7-dimethoxy-2-(m-tolyl)-4H-chromen-4-one OC1=C(OC2=CC(=C(C=C2C1=O)OC)OC)C=1C=C(C=CC1)C